para-trifluoromethyl-aniline tert-butyl-N-[(1S)-1-carbamoyl-2-[(3S)-2-oxopyrrolidin-3-yl]ethyl]carbamate C(C)(C)(C)OC(N[C@@H](C[C@H]1C(NCC1)=O)C(N)=O)=O.FC(C1=CC=C(N)C=C1)(F)F